(S)-2-(methylamino)-3-(2-oxo-1,2-dihydropyridin-4-yl)propanoic acid CN[C@H](C(=O)O)CC1=CC(NC=C1)=O